thioxanthone-10-oxide C1=CC=CC=2S(C3=CC=CC=C3C(C12)=O)=O